Heptadecan-9-Yl 9-Oxononadecanoate O=C(CCCCCCCC(=O)OC(CCCCCCCC)CCCCCCCC)CCCCCCCCCC